7-morpholino-5-[(2E)-2-(m-tolylmethylene)hydrazino]-N-pyrrolidin-3-yl-oxazolo[5,4-d]pyrimidine-2-carboxamide O1CCN(CC1)C=1C2=C(N=C(N1)N/N=C/C=1C=C(C=CC1)C)OC(=N2)C(=O)NC2CNCC2